ClC=1C=CC(=C(C1)C1=CC2=C(OCCN2C2=CC(=NC=C2)NC(=O)CCN2CC(N(CC2)C(=O)OC(C)(C)C)C(=O)OC)C=N1)F 1-Tert-butyl 2-methyl 4-[2-({4-[7-(5-chloro-2-fluorophenyl)-1H,2H,3H-pyrido[3,4-b][1,4]oxazin-1-yl] pyridin-2-yl}carbamoyl)ethyl]piperazine-1,2-dicarboxylate